(1-(4-(Aminomethyl)-3-methoxybenzyl)piperidin-4-yl)(methyl)carbamic acid tert-butyl ester C(C)(C)(C)OC(N(C)C1CCN(CC1)CC1=CC(=C(C=C1)CN)OC)=O